FC(C)(F)C1=NC(=CC(=N1)N1CC2(C=3C=NC(=CC31)NC(C)=O)CC2)CCCO N-(1'-(2-(1,1-difluoroethyl)-6-(3-hydroxypropyl)pyrimidin-4-yl)-1',2'-dihydrospiro[cyclopropane-1,3'-pyrrolo[3,2-c]pyridin]-6'-yl)acetamide